The molecule is a 5'-deoxyribonucleoside in which hypoxanthine is attached to 5-deoxyribofuranose via a beta-N(9)-glycosidic bond. It has a role as a bacterial metabolite. It is a member of inosines and a 5'-deoxyribonucleoside. It derives from an inosine. C[C@@H]1[C@H]([C@H]([C@@H](O1)N2C=NC3=C2N=CNC3=O)O)O